ClC=1C=C(C=CC1OCC(F)F)NC=1C2=C(N=CN1)C=CC(=N2)O[C@@H]2CNCC2 N-[3-Chloro-4-(2,2-difluoroethoxy)phenyl]-6-[(3S)-pyrrolidin-3-yl]oxy-pyrido[3,2-d]pyrimidin-4-amine